C(C)(C)(C)OC(=O)O[C@@H]1[C@H]([C@H](N(C1)C(=O)OC(C)(C)C)CC1=CC=C(C=C1)OC)OC(=O)C1OCCC1 tert-butyl (2R,3S,4S)-4-[(tert-butoxycarbonyl)oxy]-2-[(4-methoxyphenyl)methyl]-3-(oxolane-2-carbonyloxy)pyrrolidine-1-carboxylate